CCCCCCC/C=C\CCCCCCCC(=O)OC[C@H](COP(=O)(O)OC[C@H](CO)O)OC(=O)CCCCCCC/C=C\C/C=C\CCCC 1-(9Z-heptadecenoyl)-2-(9Z,12Z-heptadecadienoyl)-glycero-3-phospho-(1'-sn-glycerol)